ClC=1C(=NC(=NC1)NC1=CC=C(C(=O)O)C=C1)NC1=C(C=CC=C1)I 4-((5-Chloro-4-((2-iodophenyl)amino)pyrimidin-2-yl)amino)benzoic acid